2-chloro-N-(2-furylmethyl)-7H-purin-6-amine ClC1=NC(=C2NC=NC2=N1)NCC=1OC=CC1